NC=1C=NC=NC1 5-aminopyrimidine